OC1=C(C=CC2=CC=CC=C12)C(=O)OC methyl 1-hydroxy-2-naphthoate